NC(C(O)(O)O)CC aminobutanetriol